5-fluoro-3,4-dihydro-1H-1,8-naphthyridin-2-one FC1=C2CCC(NC2=NC=C1)=O